8-chloro-7,9-dimethyl-4-pyrrolidin-1-yl-pyrido[3',2':4,5]furo[3,2-d]pyrimidine hydrochloride Cl.ClC1=C(C2=C(OC3=C2N=CN=C3N3CCCC3)N=C1C)C